ClC=1C=C(C=CC1F)C(C=1NC=C(N1)S(=O)(=O)C1COCC1)C1=CC(=C(C=C1)F)Cl 2-(bis(3-chloro-4-fluorophenyl)methyl)-4-((tetrahydrofuran-3-yl)sulfonyl)-1H-imidazole